methyl 4-[[2-[3-[1,3-benzodioxol-5-yl(methyl)carbamoyl]phenyl]-4-chloro-5-(trifluoromethyl)pyrazol-3-yl]oxymethyl]benzoate O1COC2=C1C=CC(=C2)N(C(=O)C=2C=C(C=CC2)N2N=C(C(=C2OCC2=CC=C(C(=O)OC)C=C2)Cl)C(F)(F)F)C